C/C(/C(=O)OC\C=C(\CCC=C(C)C)/C)=C\C (E)-(E)-3,7-dimethylocta-2,6-dien-1-yl 2-methylbut-2-enoate